BrC=1C=C(SC1Br)C(=O)NC1(CC1)C(=O)OCCC propyl 1-{[(4,5-dibromo-2-thienyl)carbonyl]amino}cyclopropanecarboxylate